C(C)N(C1=CC=C(C=C1)C=C1C(C(CC1)=CC1=CC=C(C=C1)N(CC)CC)=O)CC 2,5-bis[(4-diethylaminophenyl)methylene]cyclopentanone